5-isopropyl-2-(6-methylpyridin-2-yl)pyrimidin-4-ol C(C)(C)C=1C(=NC(=NC1)C1=NC(=CC=C1)C)O